FC1=C2NC(C=3N(C2=CC=C1CN1CC=2C(CC1)=NN(C2)C=2C=CC(=NC2F)C(=O)NC)N=CC3C)=O 5-(5-((6-fluoro-3-methyl-4-oxo-4,5-dihydropyrazolo[1,5-a]quinoxalin-7-yl)methyl)-4,5,6,7-tetrahydro-2H-pyrazolo[4,3-c]pyridin-2-yl)-6-fluoro-N-methylpicolinamide